The molecule is a pyrimidine 2'-deoxyribonucleoside 5'-monophosphate having 5-(4,5-dihydroxypentyl)uracil as the nucleobase. It has a role as a Mycoplasma genitalium metabolite. It derives from a dUMP. C1[C@@H]([C@H](O[C@H]1N2C=C(C(=O)NC2=O)CCCC(CO)O)COP(=O)(O)O)O